N-allyl-P-methyl-P-(4-(5-(trifluoromethyl)-1,2,4-oxadiazol-3-yl)benzyl)phosphinic amide C(C=C)NP(=O)(CC1=CC=C(C=C1)C1=NOC(=N1)C(F)(F)F)C